COC(C1=C(C=CC(=C1)F)C1=CC(N(C(=C1)C)CC1=CC=CC=C1)=O)=O 2-(1-Benzyl-6-methyl-2-oxo-1,2-dihydropyridin-4-yl)-5-fluorobenzoic acid methyl ester